(2RS)-2-[6-[6-(4-ethylpiperazin-1-yl)-3-pyridinyl]indazol-2-yl]-2-(3-fluorophenyl)-N-thiazol-2-yl-acetamide C(C)N1CCN(CC1)C1=CC=C(C=N1)C=1C=CC2=CN(N=C2C1)[C@@H](C(=O)NC=1SC=CN1)C1=CC(=CC=C1)F |r|